CN(C(COC=1C=C(C=CC1)C1=CC[C@@H](CN1C(=O)OC(C)(C)C)C)C)C tert-butyl (3S)-6-[3-[2-(dimethylamino)propoxy]phenyl]-3-methyl-3,4-dihydro-2H-pyridine-1-carboxylate